4-(3-cyano-4-isopropoxy-phenyl)-1H-imidazole-2-carboxylic acid C(#N)C=1C=C(C=CC1OC(C)C)C=1N=C(NC1)C(=O)O